Tert-Butyl (5-(8-Aminoimidazo[1,2-A]Pyridin-5-Yl)-7-(1-Methylpyrrolidin-3-Yl)-7H-Pyrrolo[2,3-D]Pyrimidin-4-Yl)(Tert-Butoxycarbonyl)Carbamate NC=1C=2N(C(=CC1)C1=CN(C=3N=CN=C(C31)N(C(OC(C)(C)C)=O)C(=O)OC(C)(C)C)C3CN(CC3)C)C=CN2